C(#N)C(C)(C)C1=CC(=NC=C1)C(=O)NC1=CC(=C(C=C1)C)B1OC(C(O1)(C)C)(C)C 4-(2-cyanopropan-2-yl)-N-(4-methyl-3-(4,4,5,5-tetramethyl-1,3,2-dioxaborolan-2-yl)phenyl)picolinamide